4-nitro-1-(5-(trifluoromethyl)-2,3-dihydro-1H-inden-1-yl)-1H-pyrazole [N+](=O)([O-])C=1C=NN(C1)C1CCC2=CC(=CC=C12)C(F)(F)F